C(C)C1=NC=NC(=C1C1=NC=C2NC(N(C2=N1)CC1=CC=C(C=C1)N1N=C(C=C1C)C(F)(F)F)=O)OC 2-(4-ethyl-6-methoxypyrimidin-5-yl)-9-([4-[5-methyl-3-(trifluoromethyl)pyrazol-1-yl]phenyl]methyl)-7H-purin-8-one